C(C1=CC=CC=C1)N1N=C(N=C1)C(=O)NC1C(N(C=2N(CC1)N=CC2C)C)=O 1-Benzyl-N-(3,4-dimethyl-5-oxo-5,6,7,8-tetrahydro-4H-pyrazolo[1,5-a][1,3]diazepin-6-yl)-1H-1,2,4-triazol-3-carboxamid